potassium tert-butyl nitrite N(=O)OC(C)(C)C.[K]